ethyl (S)-3-(3-(4-hydroxy-1-methyl-2-oxo-1,2-dihydropyridin-3-yl)ureido)-3-(3-(2-chlorophenoxy) phenyl)propanoate OC1=C(C(N(C=C1)C)=O)NC(N[C@@H](CC(=O)OCC)C1=CC(=CC=C1)OC1=C(C=CC=C1)Cl)=O